FC(C1=CC=C(C=C1)N1CCCC1)(F)F N-(4-trifluoromethylphenyl)pyrrolidine